FC(C=1C(=C(C=CC1)[C@@H](C)NC=1C2=C(N=C(N1)C)C=NC(=C2)N2[C@H](COCC2)C)F)F N-{(1R)-1-[3-(difluoromethyl)-2-fluorophenyl]ethyl}-2-methyl-6-[(3S)-3-methylmorpholin-4-yl]pyrido[3,4-d]pyrimidin-4-amine